C(C)(C)(C)OC(=O)N(C(OC(C)(C)C)=O)C=1C(=NC=C(C1)[N+](=O)[O-])OC1=NN(C=C1)CC tert-butyl N-tert-butoxycarbonyl-N-[2-(1-ethylpyrazol-3-yl)oxy-5-nitro-3-pyridyl]carbamate